CN(C/C=C/CNC1=CC=C(C(=O)O)C=C1)C (E)-4-(4-(dimethylamino)but-2-enylamino)benzoic acid